CC1=C(C(=C(C(=C1NCCC(C1=CC=CC=C1)([Zr](CC1=CC=CC=C1)N)CCNC1=C(C(=C(C(=C1C)C)C)C)C)C)C)C)C bis(2-(pentamethylphenylamino)ethyl)-aminodibenzyl-zirconium